C(CC)N(CC(O)C1=CNC2=C1C(=NC=C2)OC)CCC 2-(dipropylamino)-1-(4-methoxy-1H-pyrrolo[3,2-c]pyridin-3-yl)ethan-1-ol